Cl.C(C1=CC=CC=C1)N1[C@@H]2[C@H](CC1)C(NC2)C |r| rac-(3aR,6aR)-1-Benzyl-4-methyloctahydropyrrolo[3,4-b]pyrrole HCl salt